C(C)(C)C1=C(NC2=CC=C(C=C12)C1CNC(CO1)(C)C)C=1C=C(C=2N(C1)N=CN2)C 2-(3-isopropyl-2-(8-methyl-[1,2,4]triazolo[1,5-a]pyridin-6-yl)-1H-indol-5-yl)-5,5-dimethylmorpholine